C[C@]12CC(C[C@](CCC1)(N2)C)N(C2=CC=C(N=N2)C2=C(C=C(C=C2F)C2=NC=NC(=C2)OC)O)C 2-(6-(((1R,3s,5S)-1,5-dimethyl-9-azabicyclo[3.3.1]nonan-3-yl)(methyl)amino)pyridazin-3-yl)-3-fluoro-5-(6-methoxypyrimidin-4-yl)phenol